ClC1=CC2=C(N(C(N=C2N2[C@H](CN(CC2)C(=O)[O-])C)=O)C=2C(=NC=CC2C)C(C)C)N=C1C1=C(C(=CC=C1)F)C (S)-4-(6-chloro-7-(3-fluoro-2-methylphenyl)-1-(2-isopropyl-4-methylpyridin-3-yl)-2-Oxo-1,2-dihydropyrido[2,3-d]pyrimidin-4-yl)-3-methylpiperazine-1-carboxylate